2-methyl-1,3-butanediol dichlorobenzoate ClC=1C(=C(C(=O)O)C=CC1)Cl.CC(CO)C(C)O